2,4-dihydroimidazo[1,2-a]pyrido[3,4-e]pyrimidin-5(1H)-one C1CN=C2N1C1=C(C(N2)=O)C=NC=C1